Diethyl-methyl-(2-methyl-3-buten-1-yl)silane C(C)[Si](CC(C=C)C)(C)CC